CN[C@@H]1[C@H](CCCC1)NC (1S,2S)-N,N'-dimethyl-1,2-cyclohexane-diamine